C(C)(C)(CC)C1=CC=CC2=NN(N=C21)C(C)(C)CC di-tert-amyl-2H-benzotriazole